methyl-4-amino-1,2-dimethylpiperidine-2-carboxylate COC(=O)C1(N(CCC(C1)N)C)C